Methyl O-(tert-butyldimethylsilyl)-N-(2-(4-((tetrahydro-2H-pyran-4-carboxamido)methyl)piperidin-1-yl)thiazole-4-carbonyl)-L-serinate [Si](C)(C)(C(C)(C)C)OC[C@H](NC(=O)C=1N=C(SC1)N1CCC(CC1)CNC(=O)C1CCOCC1)C(=O)OC